CS(=O)(=O)OC.[Pd+2] palladium (II) methyl methanesulfonate